(2-{4,4-Dimethyl-9-oxo-1,10-diazatricyclo[6.4.0.02,6]dodeca-2(6),7-dien-10-yl}-4-{1-methyl-5-[(1,2-oxazol-3-yl)amino]-6-oxo-1,6-dihydropyridin-3-yl}pyridin-3-yl)methyl Acetate C(C)(=O)OCC=1C(=NC=CC1C1=CN(C(C(=C1)NC1=NOC=C1)=O)C)N1C(C2=CC=3CC(CC3N2CC1)(C)C)=O